6-((S)-2-(1-Ethyl-1H-pyrazole-5-carboxamido)-2-((1r,4S)-4-methylcyclohexyl)acetamido)-3',5'-dimethyl-[3,4'-bipyridine]-1'-oxide C(C)N1N=CC=C1C(=O)N[C@H](C(=O)NC1=CC=C(C=N1)C1=C(C=[N+](C=C1C)[O-])C)C1CCC(CC1)C